(R/S)-N-(4-((4,5-dimethyl-2-(methyl-d3)-4,5-dihydro-2H-pyrazolo[4,3-c][1,7]naphthyridin-6-yl)amino)-5-(propanoyl-3,3,3-d3)pyridin-2-yl)cyclopropanecarboxamide C[C@H]1N(C=2C(=NC=CC2C=2C1=CN(N2)C([2H])([2H])[2H])NC2=CC(=NC=C2C(CC([2H])([2H])[2H])=O)NC(=O)C2CC2)C |r|